3-(2-hydroxyethyl)-N1-cyanoguanidine OCCNC(NC#N)=N